ClC=1C=CC(=C(C1)C1=C(NC=2C1=NC=CC2)C2=C(C=NC=C2)O[C@H]2CN(CC2)C(C#C)=O)F 1-[(3R)-3-({4-[3-(5-chloro-2-fluorophenyl)-1H-pyrrolo[3,2-b]pyridin-2-yl]pyridin-3-yl}oxy)pyrrolidin-1-yl]prop-2-yn-1-one